N(=[N+]=[N-])[C@@H]1[C@@H]2[C@H](C(N(C1)C(CCCCC(=O)OCC1=CC=CC=C1)=O)CCC)OC(O2)(C)C benzyl 6-[(3aS,7S,7aR)-7-azido-2,2-dimethyl-4-propyl-4,6,7,7a-tetrahydro-3aH-[1,3]dioxolo[4,5-c]pyridin-5-yl]-6-oxo-hexanoate